C(C1=CC=CC=C1)OC(=O)N(C)CC1=C(SC(=C1)Cl)C1=CC=C(C(=N1)C)O[C@@H]1C[C@H](CCC1)C(=O)OC methyl (1S,3S)-3-((6-(3-((((benzyloxy) carbonyl) (methyl) amino) methyl)-5-chlorothien-2-yl)-2-methylpyridin-3-yl) oxy)-cyclohexane-1-carboxylate